COC(C1=CC(=C(C=C1)C)N1N=NC(=C1)C1=CN=CN1C)=O 4-methyl-3-[4-(1-methyl-1H-imidazol-5-yl)-1H-1,2,3-triazol-1-yl]Benzoic acid methyl ester